3-carboxymethyl-1,2,4-Cyclopentanetricarboxylic acid C(=O)(O)CC1C(C(CC1C(=O)O)C(=O)O)C(=O)O